3-(5-((2-(((3-methyloxetan-3-yl)methyl)amino)cycloheptyl)oxy)-1-oxoisoindolin-2-yl)piperidine-2,6-dione CC1(COC1)CNC1C(CCCCC1)OC=1C=C2CN(C(C2=CC1)=O)C1C(NC(CC1)=O)=O